ClC1=C(C=C(C=N1)[C@@](C)(C#C)O)C (R)-2-(6-chloro-5-methylpyridin-3-yl)but-3-yn-2-ol